2-([isopropyl[(1r,3r)-3-[3-fluoro-4-(methoxycarbonyl)phenoxy]cyclobutyl]amino]methyl)morpholin C(C)(C)N(C1CC(C1)OC1=CC(=C(C=C1)C(=O)OC)F)CC1CNCCO1